N-(4-hydroxycyclohexyl)-6-phenylhexanamide OC1CCC(CC1)NC(CCCCCC1=CC=CC=C1)=O